2-(2-fluoropyridin-4-yl)-6,7-dimethoxy-4-(piperidine-1-carbonyl)isoquinolin-1(2H)-one FC1=NC=CC(=C1)N1C(C2=CC(=C(C=C2C(=C1)C(=O)N1CCCCC1)OC)OC)=O